5-[2,5-dimethyl-7-({[4-(1,2-oxazol-4-yl)phenyl]methyl}(propyl)amino)pyrazolo[1,5-a]pyrimidin-3-yl]-N,N,4-trimethylpyridin-2-amine CC1=NN2C(N=C(C=C2N(CCC)CC2=CC=C(C=C2)C=2C=NOC2)C)=C1C=1C(=CC(=NC1)N(C)C)C